C(C)(C)(C)C1=NN(C(=C1)NC(=O)NC1=C(C=C(C=C1)B1OC(C(O1)(C)C)(C)C)F)C1=CC=C(C=C1)OC 1-(3-(tert-butyl)-1-(4-methoxyphenyl)-1H-pyrazol-5-yl)-3-(2-fluoro-4-(4,4,5,5-tetramethyl-1,3,2-dioxaborolan-2-yl)phenyl)urea